N-(((2S,3R)-6,6-difluoro-2-methylmorpholin-3-yl)methyl)-6-(trifluoromethyl)pyrazin-2-amine hydrochloride Cl.FC1(O[C@H]([C@H](NC1)CNC1=NC(=CN=C1)C(F)(F)F)C)F